CC(=O)[C@H]1CC[C@@H]2[C@@]1(CC[C@H]3[C@H]2CCC4=C(C(=O)CC[C@]34C)SCCC(=O)NCCCCCC(=O)O)C The molecule is a steroid acid consisting of 6-[(3-thiopropionyl)amino]hexanoic acid having a progesterone-4-yl group attached to the sulfur. It is a steroid acid, a 20-oxo steroid, a 3-oxo-Delta(4) steroid, a steroid sulfide and a monocarboxylic acid. It derives from a progesterone.